1,1'-Hexamethylene-bis(5-[2-ethylhexyl]biguanide) C(C)C(CNC(NC(NCCCCCCNC(=N)NC(=N)NCC(CCCC)CC)=N)=N)CCCC